Cl.CC1=C(C(=O)O)C=C(C=C1)[C@@H]1C[C@@H](OC2=CC=CC=C12)CN[C@H](C)C1=CC=CC2=CC=CC=C12 2-methyl-5-((2R,4S)-2-((((R)-1-(naphthalen-1-yl)ethyl)amino)methyl)chroman-4-yl)benzoic acid, hydrochloride salt